C1(=CC=CC=C1)N1CCC2=C1N=C(N=C2C2=NC=CC=C2)N2CCOCC2 4-(7-phenyl-4-(pyridin-2-yl)-6,7-dihydro-5H-pyrrolo[2,3-d]pyrimidin-2-yl)morpholine